4-(3-hydroxy-4-(5-(methyl(2,2,6,6-tetramethylpiperidin-4-yl)amino)-1,3,4-thiadiazol-2-yl)phenyl)-1-methylpyridin-2(1H)-one OC=1C=C(C=CC1C=1SC(=NN1)N(C1CC(NC(C1)(C)C)(C)C)C)C1=CC(N(C=C1)C)=O